N1N=CC(=C1)B(O)O 1H-pyrazol-4-ylboranediol